5-nitrothiophene [N+](=O)([O-])C1=CC=CS1